C(C)C1=CC2=C(N=C(N=C2)N)C(=N1)NC(C)C 6-Ethyl-N8-isopropylpyrido[3,4-d]pyrimidine-2,8-diamine